ethyl 2-(4-(tert-butoxycarbonyl) piperazin-1-yl)-5-fluoropyrimidine-4-carboxylate C(C)(C)(C)OC(=O)N1CCN(CC1)C1=NC=C(C(=N1)C(=O)OCC)F